(Z)-2-(3,5-dihydroxyl-4-isopropylphenyl)-3-phenylacrylic acid OC=1C=C(C=C(C1C(C)C)O)/C(/C(=O)O)=C/C1=CC=CC=C1